N-carboxyvinyl-beta-propylamine C(=O)(O)C=CNC(C)C